FC1(OC(C(O1)C(=O)OCC)C(=O)OCC)F Diethyl 2,2-difluoro-1,3-dioxolane-4,5-dicarboxylate